N1(C=CC2=CC=CC=C12)C(=O)[C@@H]1C(C[C@@H]2SCC[C@@H](C(N21)=O)NC([C@H](C)N(C(OC(C)(C)C)=O)C)=O)(C)C tert-Butyl [(2S)-1-{[(4S,7S,9aS)-7-(1H-indol-1-carbonyl)-8,8-dimethyl-5-oxooctahydropyrrolo[2,1-b][1,3]thiazepin-4-yl]amino}-1-oxopropan-2-yl](methyl)carbamate